[4-(5-bromo-6-fluoro-indazol-2-yl)cyclohexyl]methanol BrC1=CC2=CN(N=C2C=C1F)C1CCC(CC1)CO